(4-amino-3-chlorophenoxy)-7-methoxyquinoline-6-carboxamide NC1=C(C=C(OC2=NC3=CC(=C(C=C3C=C2)C(=O)N)OC)C=C1)Cl